O=C1NC(CC[C@H]1NC1=CC=C(C=C1)C1CCN(CC1)CC(=O)N1CCC(CC1)NC(=O)C1=NC=CC=C1)=O |r| N-[1-[2-[4-[4-[[(3RS)-2,6-dioxo-3-piperidinyl]amino]phenyl]-1-piperidinyl]acetyl]-4-piperidinyl]pyridine-2-carboxamide